N-(4-methyl-3-(pyrrolo[2,1-f][1,2,4]triazin-2-yl)phenyl)-1-(pyrimidin-2-yl)-6-azabicyclo[3.1.1]heptane-6-carboxamide CC1=C(C=C(C=C1)NC(=O)N1C2CCCC1(C2)C2=NC=CC=N2)C2=NN1C(C=N2)=CC=C1